OP(O)OP(O)O.C(C)(C)(CC(C)(C)C)OC(O)C(CO)(CO)CO tert-octyloxypentaerythritol diphosphite